tert-butyl (3-((4-(3-(4-fluorophenyl)-1-methyl-1H-pyrazol-4-yl)-7-methoxypyrido[3,2-d]pyrimidin-6-yl)carbamoyl)bicyclo[1.1.1]pentan-1-yl)carbamate FC1=CC=C(C=C1)C1=NN(C=C1C=1C2=C(N=CN1)C=C(C(=N2)NC(=O)C21CC(C2)(C1)NC(OC(C)(C)C)=O)OC)C